BrC1=CC2=C(NC(C3N(C2=O)CCN(C3)C(C3=C(C=CC=C3)OCC)=O)=O)C=C1 8-bromo-2-(2-ethoxybenzoyl)-1,3,4,12a-tetrahydrobenzo[e]pyrazino[1,2-a][1,4]diazepine-6,12(2H,11H)-dione